4,4'-methylenebis(2,6-di-tertiary-butylphenol) C(C1=CC(=C(C(=C1)C(C)(C)C)O)C(C)(C)C)C1=CC(=C(C(=C1)C(C)(C)C)O)C(C)(C)C